BrC=1C=C(C=C(C1)Cl)[C@H]1[C@@H](C1)C(=O)OC |r| rac-methyl (1R,2R)-2-(3-bromo-5-chlorophenyl)cyclopropane-1-carboxylate